CC1=NC2=C(C=CC=C2C=C1)C(F)(F)F 2-methyl-8-(trifluoromethyl)quinoline